(2S,3R,4S,5R,6R)-4-(4-(3-(((1H-pyrazol-3-yl)methoxy)methyl)-5-fluorophenyl)-1H-1,2,3-triazol-1-yl)-2-((3,4-dichlorophenyl)thio)-6-(hydroxymethyl)tetrahydro-2H-pyran-3,5-diol N1N=C(C=C1)COCC=1C=C(C=C(C1)F)C=1N=NN(C1)[C@@H]1[C@H]([C@@H](O[C@@H]([C@@H]1O)CO)SC1=CC(=C(C=C1)Cl)Cl)O